COC1=CC=C(C=C1)N(C1=CC=C(C=C1)C1=CC=2NC3=CC(=CC=C3C2C=C1)C1=CC=C(C=C1)N(C1=CC=C(C=C1)OC)C1=CC=C(C=C1)OC)C1=CC=C(C=C1)OC 2,7-bis(4-(bis(4-methoxyphenyl)amino)phenyl)-9H-carbazole